2-methyl-1-(2-((7-nitro-2-phenyl-1H-indol-5-yl)methoxy)ethoxy)propan-2-ol CC(COCCOCC=1C=C2C=C(NC2=C(C1)[N+](=O)[O-])C1=CC=CC=C1)(C)O